ClC1=C(C#N)C=CC(=C1)N1C(C2(CC1)CCN(CC2)C(C2=CC=C(C=C2)N2CCN(CC2)CC2CCN(CC2)C=2C=C1C(N(C(C1=CC2)=O)C2C(NC(CC2)=O)=O)=O)=O)C 2-chloro-4-(8-(4-(4-((1-(2-(2,6-dioxopiperidin-3-yl)-1,3-dioxoisoindolin-5-yl)piperidin-4-yl)methyl)piperazin-1-yl)benzoyl)-1-methyl-2,8-diazaspiro[4.5]decan-2-yl)benzonitrile